FC1=C(C(=O)N([C@H]2CNCCC2)C2=NC=CC3=CC(=CC=C23)F)C=CC(=C1)NC1=NC=CC(=N1)N1CCOCC1 (R)-2-fluoro-N-(6-fluoroisoquinolin-1-yl)-4-((4-morpholinopyrimidin-2-yl)amino)-N-(piperidin-3-yl)benzamide